C1(=CC(=CC(=C1)C1=NC2=C(N1C1=CC=CC=C1)C=CC=C2)C2=NC1=C(N2C2=CC=CC=C2)C=CC=C1)C1=NC2=C(N1C1=CC=CC=C1)C=CC=C2 2,2',2''-(benzene-1,3,5-triyl)-tri(1-phenyl-1H-benzimidazole)